BrC=1C=C(C2=C(N(C(=N2)NC(CC(C)(C)C)=O)C2(CCC2)C)C1)OC N-(6-bromo-4-methoxy-1-(1-methylcyclobutyl)-1H-benzo[d]imidazol-2-yl)-3,3-dimethylbutanamide